5-chloro-6-fluoro-7-nitroquinoline-8-ol ClC1=C2C=CC=NC2=C(C(=C1F)[N+](=O)[O-])O